O=C(CCN1C(CCC1)=O)CCC(CC)=O 3,6-dioxooctylpyrrolidone